C(C)(C)(C)OC(=O)N1[C@H](CN(CC1)C=1C=NC(=CC1)[N+](=O)[O-])C(O[SiH2]C(C)(C)C)(C)C (R)-2-(tert-butyl-dimethyl-silanyloxymethyl)-4-(6-nitro-pyridin-3-yl)-piperazine-1-carboxylic acid Tert-butyl ester